OC(CC(=O)O)CCC(=O)O 3-hydroxyhexanedioic acid